(((CIS)-4-(2,3,6-trifluorophenyl)cyclohexyloxy)methyl)-3-(1-((2-(trimethylsilyl)ethoxy)methyl)-1H-pyrazol-5-yl)piperidine-1-carboxylate FC1=C(C(=CC=C1F)F)[C@H]1CC[C@H](CC1)OCOC(=O)N1CC(CCC1)C1=CC=NN1COCC[Si](C)(C)C